C(C1=CC=C(C=C1)N=C=O)C1=CC=C(C=C1)N=C=O 4,4'-methylenediphenyl diisocyanate